1-methyl-6-(4,4,5,5-tetramethyl-1,3,2-dioxaborolan-2-yl)-2-phenyl-1H-benzo[d]imidazole CN1C(=NC2=C1C=C(C=C2)B2OC(C(O2)(C)C)(C)C)C2=CC=CC=C2